C(C)(C)(C)OC(=O)N1C(CCC2=CC(=CC=C12)O)=O 6-hydroxy-2-oxo-3,4-dihydroquinoline-1(2H)-carboxylic acid tert-butyl ester